C(C)(C)(C)NC1=NC(=NC=C1C(=O)N)N[C@H]1C[C@@H](CCC1)O 4-(tert-butylamino)-2-((1R,3R)-3-hydroxycyclohexylamino)pyrimidine-5-carboxamide